(1R,2S)-2-[(Z)-5-tetrahydropyran-2-yloxypent-2-enyl]cyclopropanecarboxylic acid O1C(CCCC1)OCC\C=C/C[C@@H]1[C@@H](C1)C(=O)O